CC12CC3(CC(CC(C1)(C3)C)(C2)C)NC(CN2C(C(=CC=C2)NC([C@H](CC/C=C/C(=O)OC)NC(=O)C2=CN=CN2C)=O)=O)=O (S,E)-methyl 7-(1-(2-(3,5,7-trimethyl-1-adamantylamino)-2-oxoethyl)-2-oxo-1,2-dihydropyridin-3-ylamino)-6-(1-methyl-1H-imidazole-5-carboxamido)-7-oxohept-2-enoate